2-bromo-1,1':3',1'':3'',1'''-quaterphenyl BrC1=C(C=CC=C1)C1=CC(=CC=C1)C1=CC(=CC=C1)C1=CC=CC=C1